C(CCC\C=C/C\C=C/C\C=C/C\C=C/CCCCC)(=O)OCCCCCCCCCCCCCCCCCCCC arachidyl arachidonate